(E)-N-benzylidene-4-bromobenzamide C(/C1=CC=CC=C1)=N\C(C1=CC=C(C=C1)Br)=O